methyl 2-bromo-4-methoxy-benzoate BrC1=C(C(=O)OC)C=CC(=C1)OC